NC1(CNCC1)C(=O)NC1CC1 3-amino-N-cyclopropylpyrrolidine-3-carboxamide